1-(adamantan-1-ylmethyl)-5-methyl-1H-pyrazol-4-yl-3-((4-(benzo[d]thiazol-2-ylcarbamoyl)pyridin-3-yl)amino)imidazo[1,2-a]pyridine-8-carboxylic acid C12(CC3CC(CC(C1)C3)C2)CN2N=CC(=C2C)C=2N=C3N(C=CC=C3C(=O)O)C2NC=2C=NC=CC2C(NC=2SC3=C(N2)C=CC=C3)=O